(S)-20-((1r,4S)-4-(((2-amino-4-hydroxypteridin-6-yl)methyl)amino)cyclohexane-1-carboxamido)-17-oxo-4,7,10,13-tetraoxa-16-azahenicos-1-yn-21-oic acid NC1=NC2=NC=C(N=C2C(=N1)O)CNC1CCC(CC1)C(=O)N[C@@H](CCC(NCCOCCOCCOCCOCC#C)=O)C(=O)O